5-(2-(benzyloxy)phenyl)-1-methyl-1H-pyrazole-3-carboxylic acid C(C1=CC=CC=C1)OC1=C(C=CC=C1)C1=CC(=NN1C)C(=O)O